COC(=O)C=1N(C(C(=CC1F)Br)=O)C 5-bromo-3-fluoro-1-methyl-6-oxo-1,6-dihydropyridine-2-carboxylic acid methyl ester